FC1=C(C=CC=C1)N1N=C(C(=CC1=O)O)C(=O)N 1-(2-fluorophenyl)-4-hydroxy-6-oxo-pyridazine-3-carboxamide